diethyl 7,7'-azanediyldi(heptanoate) N(CCCCCCC(=O)OCC)CCCCCCC(=O)OCC